2-[(5R)-1-{[(2,4-dimethoxyphenyl)methyl]amino}-3-methyl-5H,6H,7H-cyclopenta[c]pyridin-5-yl]-2,3-dihydro-1H-isoindole-1,3-dione COC1=C(C=CC(=C1)OC)CNC1=NC(=CC2=C1CC[C@H]2N2C(C1=CC=CC=C1C2=O)=O)C